(2R,4R)-3,3-Difluoro-N-[6-fluoro-4-(2,4,6-trifluorophenyl)-1,2-benzoxazol-3-yl]-2-(hydroxymethyl)-4-[(methylsulfamoyl)amino]pyrrolidine-1-carboxamide FC1([C@H](N(C[C@H]1NS(NC)(=O)=O)C(=O)NC1=NOC2=C1C(=CC(=C2)F)C2=C(C=C(C=C2F)F)F)CO)F